3-(3,4-Dimethoxyphenethyl)-1,4,2-dioxazol-5-one COC=1C=C(CCC2=NOC(O2)=O)C=CC1OC